N1CC(CCC1)C=1C=CC(N(C1)CC(F)(F)F)=O 5-(Piperidin-3-yl)-1-(2,2,2-trifluoroethyl)pyridin-2(1H)-one